Cl.Cl.N1(CCCC1)C(CSC=1NC2=CC=CC=C2CN1)C 2-((2-(pyrrolidin-1-yl)propyl)thio)-1,4-dihydroquinazoline dihydrochloride